3,4,5-trihydroxybenzoyl-alanine OC=1C=C(C(=O)N[C@@H](C)C(=O)O)C=C(C1O)O